4-((R or S)-4-((1R,5S)-3,8-diazabicyclo[3.2.1]octan-3-yl)-6,8-dichloro-2-(3-(Dimethylamino)azetidin-1-yl)quinazolin-7-yl)naphthalene-2-ol [C@H]12CN(C[C@H](CC1)N2)C2=NC(=NC1=C(C(=C(C=C21)Cl)C2=CC(=CC1=CC=CC=C21)O)Cl)N2CC(C2)N(C)C